N1-(6-(heptyloxy)thieno[3,2-b]thiophen-3-yl)-N1-phenylbenzene-1,4-diamine C(CCCCCC)OC1=CSC2=C1SC=C2N(C2=CC=C(C=C2)N)C2=CC=CC=C2